FC1=CC=C(C=C1)CCCCCCC#N 7-(4-fluorophenyl)heptanenitrile